ammonio-butyl-amide [NH3+][N-]CCCC